methyl 5-((4-(4-(trifluoromethyl)phenyl)oxazol-2-yl)amino)picolinate FC(C1=CC=C(C=C1)C=1N=C(OC1)NC=1C=CC(=NC1)C(=O)OC)(F)F